N1=C(C(=CC=C1)C(=O)O)C(=O)O Pyridine-2,3-dicarboxylic acid